C(CCCCC)C1=C(C2(CCC(C2C1)=NO)C(=C)C1=CC=CC=C1)C1=CC=CC=C1 5-hexyl-4-phenyl-3a-(1-phenylvinyl)-3,3a,6,6a-tetrahydropentalen-1(2H)-one oxime